C(C)(=O)NC1=CC(=C(C=C1)NC(=O)C1CN(C(O1)C(F)(F)F)C1=CC(=C(C=C1)C#N)C(F)(F)F)Cl N-(4-Acetamido-2-chlorophenyl)-3-(4-cyano-3-(trifluoromethyl)phenyl)-2-(trifluoromethyl)oxazolidin-5-carboxamid